COC1=NC=C(C=N1)C1CN(C1)[C@@H]1[C@H](CCCC1)OC=1C=C2CN(C(C2=CC1)=O)C1C(NC(CC1)=O)=O 3-(5-(((1S,2S)-2-(3-(2-methoxypyrimidin-5-yl)azetidin-1-yl)cyclohexyl)oxy)-1-oxoisoindolin-2-yl)piperidine-2,6-dione